NCCCN1C=C(C2=C(C=CC=C12)CN1CCC(CC1)CN1CCN(CC1)C=1C=C2C(N(C(C2=CC1)=O)C1C(NC(CC1)=O)=O)=O)C1=CC=C(C=C1)OC(F)(F)F 5-(4-((1-((1-(3-aminopropyl)-3-(4-(trifluoromethoxy)phenyl)-1H-indol-4-yl)methyl)piperidin-4-yl)methyl)piperazin-1-yl)-2-(2,6-dioxopiperidin-3-yl)isoindoline-1,3-dione